CNC(=O)C1=CC=C2C=C(NC2=C1)C1=NC=C(C=C1)OC1=CC(=C(C=C1)C=1NC2=CC(=CC=C2C1)C(NC)=O)C(F)(F)F N-methyl-2-(5-(4-(6-(N-methylcarbamoyl)-1H-indol-2-yl)-3-(trifluoromethyl)phenoxy)pyridin-2-yl)-1H-indole-6-carboxamide